N1N=CC(=C1)C1=CC=C(C=C1)N1CC2(C(C1=O)NC1=CC(=CC=C1)OC)CCN(CC2)CC(C)(C)O 2-(4-(1H-pyrazol-4-yl)phenyl)-8-(2-hydroxy-2-methylpropyl)-4-((3-methoxyphenyl)amino)-2,8-diazaspiro[4.5]decan-3-one